FC1=C(C=CC=C1)C1N(CCC1)C(CN1C(O[C@]2(C1=O)CCC1=CC(=CC=C12)NC(=O)NC)=O)=O 1-((1R)-3'-(2-(2-(2-fluorophenyl)pyrrolidin-1-yl)-2-oxoethyl)-2',4'-dioxo-2,3-dihydrospiro[indene-1,5'-oxazolidine]-5-yl)-3-methylurea